BrC=1C(=CC(=C(C1)C1=CC=C2C(=CN=NC2=C1)NCC1=C(C=C(C=C1)OC)OC)C=1SC=CN1)OC 7-(5-bromo-4-methoxy-2-thiazol-2-yl-phenyl)-N-[(2,4-dimethoxyphenyl)methyl]cinnolin-4-amine